6-(3-heptyl)-4-oxopyrimidinylamide CCC(CCCC)C1=CC(NC(=N1)[NH-])=O